N-(tert-butyl)-3-((5-Methyl-2-((4-(piperazin-1-yl)phenyl)amino)pyrimidin-4-yl)amino)benzenesulfonamide C(C)(C)(C)NS(=O)(=O)C1=CC(=CC=C1)NC1=NC(=NC=C1C)NC1=CC=C(C=C1)N1CCNCC1